methylsulfolene CC1C=CCS1(=O)=O